2-fluoro-2-(pyridin-2-ylsulfonyl)acetic acid sodium salt [Na+].FC(C(=O)[O-])S(=O)(=O)C1=NC=CC=C1